4-((3-(5-cyanopyrimidin-2-yl)-2-methoxyphenyl)amino)-6-(cyclopropanecarboxamido)-N-(methyl-d3)pyridazine-3-carboxamide C(#N)C=1C=NC(=NC1)C=1C(=C(C=CC1)NC1=C(N=NC(=C1)NC(=O)C1CC1)C(=O)NC([2H])([2H])[2H])OC